trans-4-(3,4-Dihydroisoquinolin-2(1H)-yl)-1-(6-((2-fluorophenyl)amino)pyrimidin-4-yl)piperidine C1N(CCC2=CC=CC=C12)C1CCN(CC1)C1=NC=NC(=C1)NC1=C(C=CC=C1)F